sodium (S)-3-(3-(1-methyl-4-oxido-2-oxo-1,2-dihydropyridin-3-yl)ureido)-3-(2'-methyl-6-(trifluoromethoxy)biphenyl-3-yl)propanoate CN1C(C(=C(C=C1)[O-])NC(N[C@@H](CC(=O)[O-])C=1C=C(C(=CC1)OC(F)(F)F)C1=C(C=CC=C1)C)=O)=O.[Na+].[Na+]